2-[4-cyclopropyloxy-6-(1-fluorocyclopropyl)-1-oxophthalazin-2-yl]-N-(5-fluoropyrimidin-2-yl)acetamide C1(CC1)OC1=NN(C(C2=CC=C(C=C12)C1(CC1)F)=O)CC(=O)NC1=NC=C(C=N1)F